OCCOC1=C(C=CC=C1)C(C)(C)C1=C(C=CC=C1)OCCO 2,2-bis(2-hydroxyethoxyphenyl)propane